2-cyano-3-cyclopropyl-1-(2-methanesulfonyl-4-trifluoromethylphenyl)-propane-1,3-dione C(#N)C(C(=O)C1=C(C=C(C=C1)C(F)(F)F)S(=O)(=O)C)C(=O)C1CC1